ClC1=C(OC2=NC=C(C=C2C(=O)NC2=CC(=CC=C2)S(=O)(=O)C)C(F)(F)F)C=CC(=C1)F 2-(2-chloro-4-fluoro-phenoxy)-N-(3-methylsulfonylphenyl)-5-(trifluoromethyl)pyridine-3-carboxamide